(2-aminoethyl)-5-(6-methyl-3-pyridinyl)-1H-indole-4,7-dione NCCN1C=CC=2C(C(=CC(C12)=O)C=1C=NC(=CC1)C)=O